3-[(2,4-dichlorophenyl)methyl]-4-[(4,4-difluorocyclohexyl)methyl]-4,5-dihydro-1,2,4-oxadiazol-5-one ClC1=C(C=CC(=C1)Cl)CC1=NOC(N1CC1CCC(CC1)(F)F)=O